N-tert-butyl-1-(5-chloro-2-methoxy-phenyl)methanimine C(C)(C)(C)N=CC1=C(C=CC(=C1)Cl)OC